2-((6-methylbenzo[d]oxazol-2-yl)amino)benzo[d]oxazol CC1=CC2=C(N=C(O2)NC=2OC3=C(N2)C=CC=C3)C=C1